O[C@H]1[C@@H](O[C@@H]2[C@@H]1O[Si](O[Si](OC2)(C(C)C)C(C)C)(C(C)C)C(C)C)N2C=1N=C(NC(C1N=C2)=O)NCC(C)C 9-((6aS,8R,9R,9aR)-9-hydroxy-2,2,4,4-tetraisopropyltetrahydro-6H-furo[3,2-f][1,3,5,2,4]trioxadisilocin-8-yl)-2-(isobutylamino)-1,9-dihydro-6H-purin-6-one